methyl 1-(4-((3-fluoro-4-(trifluoromethyl) benzyl) oxy) benzyl)-1H-imidazole-4-carboxylate FC=1C=C(COC2=CC=C(CN3C=NC(=C3)C(=O)OC)C=C2)C=CC1C(F)(F)F